C(CC)SC1=NN=C(S1)NC(C1=C(C=CC=C1)C(F)(F)F)=O N-(5-(propylthio)-1,3,4-thiadiazol-2-yl)-2-(trifluoromethyl)benzamide